methyl 4-(2-tert-butoxy-1-cyano-2-oxo-ethyl)-6-chloro-pyridine-3-carboxylate C(C)(C)(C)OC(C(C#N)C1=C(C=NC(=C1)Cl)C(=O)OC)=O